CNC1=CC(=NC=C1[N+](=O)[O-])C1=CC=C(C=C1)CC(=O)OC methyl 2-[4-[4-(methylamino)-5-nitro-2-pyridyl]phenyl]acetate